ClC1=NC=C(C(=C1)C1=C(C=NC(=C1)C)C(=O)NC=1SC=2N=C(N=CC2N1)N1CC2CCC(C1)N2C(=O)OC(C)(C)C)OC tert-butyl 3-(2-(2'-chloro-5'-methoxy-6-methyl-[4,4'-bipyridine]-3-amido)-[1,3]thiazolo[5,4-d]pyrimidin-5-yl)-3,8-diazabicyclo[3.2.1]octane-8-carboxylate